C(=C)C=1C=C(C2=C(CCO2)C1)C(=O)OC methyl 5-vinyl-2,3-dihydrobenzofuran-7-carboxylate